(Z)-N'-((Z)-(3-(4-chlorophenyl)-4-phenyl-5,6-dihydropyridazin-1(4H)-yl)(((4-chlorophenyl)sulfonyl)imino)methyl)carbamimidoselenoate ClC1=CC=C(C=C1)C1=NN(CCC1C1=CC=CC=C1)\C(\N=C(\N)/[Se-])=N/S(=O)(=O)C1=CC=C(C=C1)Cl